1-[6-[5-[5-[4-[2-(2,6-dioxo-3-piperidyl)-1-oxo-isoindolin-5-yl]piperazin-1-yl]-5-oxo-pentyl]-1,3,4-thiadiazol-2-yl]-5-methyl-3-pyridyl]-3-(7-isopropylpyrazolo[1,5-a]pyrimidin-6-yl)urea O=C1NC(CCC1N1C(C2=CC=C(C=C2C1)N1CCN(CC1)C(CCCCC1=NN=C(S1)C1=C(C=C(C=N1)NC(=O)NC=1C=NC=2N(C1C(C)C)N=CC2)C)=O)=O)=O